BrC1=CC(=C(C=C1)COC1=CC=CC(=N1)C1CCN(CC1)CC=1N(C2=C(N1)C=CC(=C2)C(=O)OC)C[C@H]2OCC2)F Methyl 2-[[4-[6-[(4-bromo-2-fluoro-phenyl)methoxy]-2-pyridyl]-1-piperidyl]methyl]-3-[[(2S)-oxetan-2-yl]methyl]benzimidazole-5-carboxylate